OC(C)(C)C1=CC=CC(=N1)C(=O)NC1=CC2=CN(N=C2C=C1C(=O)OC)CCCC(F)(F)F methyl 5-({[6-(2-hydroxypropan-2-yl) pyridin-2-yl] carbonyl} amino)-2-(4,4,4-trifluorobutyl)-2H-indazole-6-carboxylate